4-(4-amino-6-(4-methacrylamido-phenyl)pyrrolo[2,1-f][1,2,4]triazin-5-yl)-N-(2,2,2-trifluoroethyl)benzamide NC1=NC=NN2C1=C(C(=C2)C2=CC=C(C=C2)NC(C(=C)C)=O)C2=CC=C(C(=O)NCC(F)(F)F)C=C2